(R)-5-(2-(((R)-2-(3-Fluorophenyl)-2-hydroxyethyl)amino)-2-methyl-propyl)piperidin-2-one hydrochloride Cl.FC=1C=C(C=CC1)[C@H](CNC(C[C@H]1CCC(NC1)=O)(C)C)O